4-(4-fluorophenoxy)phenyl-diazonium FC1=CC=C(OC2=CC=C(C=C2)[N+]#N)C=C1